OC=1C(=NC=C(C1C)C1=CN=C(S1)C1=CC=CC=C1)C(=O)O 3-hydroxy-4-methyl-5-(2-phenylthiazol-5-yl)picolinic acid